sodium stearylalaninate C(CCCCCCCCCCCCCCCCC)N[C@@H](C)C(=O)[O-].[Na+]